3-(3-((4-fluoro-2,2-dioxido-1,3-dihydrobenzo[c]thiophen-5-yl)amino)-1H-pyrazol-5-yl)cyclopentyl cyclopentylcarbamate C1(CCCC1)NC(OC1CC(CC1)C1=CC(=NN1)NC1=C(C2=C(CS(C2)(=O)=O)C=C1)F)=O